ClC1=C(C=NN(C1=O)C)N[C@@H]1C[C@@H](CN(C1)C)C1=CC=C(C(=O)N2CCC3(CC2)CCN(CC3)C3=CC(=C(C=C3F)C3C(NC(CC3)=O)=O)C)C=C1 3-[4-[3-[4-[(3R,5R)-5-[(5-chloro-1-methyl-6-oxo-pyridazin-4-yl)amino]-1-methyl-3-piperidyl]benzoyl]-3,9-diazaspiro[5.5]undecan-9-yl]-5-fluoro-2-methyl-phenyl]piperidine-2,6-dione